1-(5-(5-fluoro-2-(2-(1,3,5-trimethyl-1H-pyrazol-4-yl)ethoxy)phenyl)-1-methyl-1H-indazol-3-yl)methanamine FC=1C=CC(=C(C1)C=1C=C2C(=NN(C2=CC1)C)CN)OCCC=1C(=NN(C1C)C)C